ClC=1C=C(N(C1)C)C(=O)NC(C(=O)O)C=CC(C)(C)C 2-(4-chloro-1-methyl-2-pyrrolylcarbonylamino)-5,5-dimethyl-3-hexenoic acid